6-(dimethylamino)-4-[(methylamino)methyl]-2-[6-(4-propyl-4H-1,2,4-triazol-3-yl)pyridin-2-yl]-2,3-dihydro-1H-pyrrolo[3,4-c]pyridin-1-one CN(C1=CC2=C(C(=N1)CNC)CN(C2=O)C2=NC(=CC=C2)C2=NN=CN2CCC)C